C(CCCCC)C1=C(/C(/OC1=O)=N/C1=CC=C(C=C1)C)CC(=O)OCC ethyl (Z)-2-(4-hexyl-5-oxo-2-(p-tolylimino)-2,5-dihydrofuran-3-yl)acetate